C[C@H]1COC2=C(CN1S(=O)(=O)C(C)(C)C)C=CC(=C2)C2=NOC(=N2)C(F)(F)F (3S)-3-methyl-4-(2-methylpropane-2-sulfonyl)-8-[5-(trifluoromethyl)-1,2,4-oxadiazol-3-yl]-3,5-dihydro-2H-1,4-benzoxazepine